CC1=CNC2=NC=C(C=C21)C=2C=C1CCN(CC1=C(C2)[C@H]2N(CCC2)C(=O)OC(C)(C)C)C([C@@](C(F)(F)F)(C)OC)=O (S)-tert-butyl 2-(6-(3-methyl-1H-pyrrolo[2,3-b]pyridin-5-yl)-2-((R)-3,3,3-Trifluoro-2-methoxy-2-methylpropionyl)-1,2,3,4-tetrahydroisoquinolin-8-yl)pyrrolidine-1-carboxylate